(S)-2-((tert-butoxycarbonyl)amino)-4-cyclohexylbutyric acid C(C)(C)(C)OC(=O)N[C@H](C(=O)O)CCC1CCCCC1